7-(2,8-Dimethylimidazo[1,2-b]pyridazin-6-yl)-2-[(3R,5S)-3,5-dimethylpiperazin-1-yl]-[1,3,4]thiadiazolo[3,2-a]pyrimidin-5-on CC=1N=C2N(N=C(C=C2C)C=2N=C3N(C(C2)=O)N=C(S3)N3C[C@H](N[C@H](C3)C)C)C1